C(C)C=1C=C(C(=C(C1)O)C1=CC2=C(N=N1)N(C=C2C)C2CC(C2)(C)O)C 5-ethyl-2-[7-(cis-3-hydroxy-3-methylcyclobutyl)-5-methyl-7H-pyrrolo[2,3-c]pyridazin-3-yl]-3-methylphenol